(2S)-2-(((4-formyl-5-hydroxy-6-methylpyridin-3-yl)methoxy)(phenoxy)phosphorylamino)propanoic acid 2-ethylbutyl ester C(C)C(COC([C@H](C)N=P(=O)OC1=C(C=CC=C1)OCC=1C=NC(=C(C1C=O)O)C)=O)CC